CC1C(CC(C(N1CC(F)(F)F)=O)NC([O-])=O)C1=C(C(=CC=C1F)F)F (6-methyl-2-oxo-1-(2,2,2-trifluoroethyl)-5-(2,3,6-trifluorophenyl)piperidin-3-yl)carbamate